C(C)(C)(C)OC(=O)N1CC=C(CC1)C1=CN(C2=NC=C(C(=C21)C)[N+](=O)[O-])C 4-(1,4-dimethyl-5-nitro-1H-pyrrolo[2,3-b]pyridin-3-yl)-5,6-dihydropyridine-1(2H)-carboxylic acid tert-butyl ester